ClC=1C=C2C=C(NC2=CC1C1=NC=C(N=C1)OC)CC(C(=O)N)C ((5-chloro-6-(5-methoxypyrazin-2-yl)-1H-indol-2-yl)methyl)propionamide